3-(dimethylamino)propoxy-3-pyridineboronic acid CN(CCCOC1=NC=CC=C1B(O)O)C